tert-butyl N-[3-[5-(6-chloro-2-oxo-4-phenyl-1H-quinolin-3-yl)-3-(4-fluorophenyl)-3,4-dihydropyrazol-2-yl]-3-oxo-propyl]carbamate ClC=1C=C2C(=C(C(NC2=CC1)=O)C=1CC(N(N1)C(CCNC(OC(C)(C)C)=O)=O)C1=CC=C(C=C1)F)C1=CC=CC=C1